8-Octanol CCCCCCCCO